(R)-6-cyclopropyl-4-isothiocyanato-2-(tetrahydrofuran-3-yl)pyridazin-3(2H)-one C1(CC1)C=1C=C(C(N(N1)[C@H]1COCC1)=O)N=C=S